FC=1C(=C(C=CC1F)[C@H]1[C@@](S[C@](C1)(C(F)(F)F)C)(C(=O)NC1=CC(=NC=C1)C(=O)N)[2H])OC 4-((2R,3S,5R)-3-(3,4-difluoro-2-methoxyphenyl)-5-methyl-5-(trifluoromethyl)tetrahydrothiophene-2-carboxamido-2-d)pyridinecarboxamide